4-ethylphenyl-thioisocyanate C(C)C1=CC=C(C=C1)SN=C=O